(7-(4-(4-(tert-Butoxycarbonyl)piperazin-1-yl)phenyl)-6-methylimidazo[1,2-b]pyridazin-3-yl)quinoline-7-carboxylic acid C(C)(C)(C)OC(=O)N1CCN(CC1)C1=CC=C(C=C1)C1=CC=2N(N=C1C)C(=CN2)C2=NC1=CC(=CC=C1C=C2)C(=O)O